CN(CCC1=CN=C(N1COCC[Si](C)(C)C)NC1=NC=C(C=N1)C(=O)OC)C methyl 2-((5-(2-(dimethylamino)ethyl)-1-((2-(trimethylsilyl)ethoxy)methyl)-1H-imidazol-2-yl)amino)pyrimidine-5-carboxylate